2-[(3-Chloropyridin-2-yl)methyl]-8-methyl-N-[(2S)-tetrahydrofuran-2-ylmethyl]-4,5-dihydro-2H-furo[2,3-g]indazole-7-carboxamide ClC=1C(=NC=CC1)CN1N=C2C3=C(CCC2=C1)OC(=C3C)C(=O)NC[C@H]3OCCC3